2-chloro-N-[6-(1-hydroxy-1-methylethyl)-2-phenyl-2H-indazol-3-yl]-5-pyrimidin-2-yl-4-(trifluoromethyl)benzamide ClC1=C(C(=O)NC=2N(N=C3C=C(C=CC23)C(C)(C)O)C2=CC=CC=C2)C=C(C(=C1)C(F)(F)F)C1=NC=CC=N1